3-chloro-1-[2-(2-fluoro-1-benzothiophen-6-yl)-3-(3-methyl-1H-pyrrolo[2,3-b]pyridin-4-yl)-6,7-dihydropyrazolo[1,5-a]pyrazin-5(4H)-yl]propan-1-one ClCCC(=O)N1CC=2N(CC1)N=C(C2C2=C1C(=NC=C2)NC=C1C)C1=CC2=C(C=C(S2)F)C=C1